3-[4-[5-[1-(trifluoromethyl)cyclopropyl]-4H-1,2,4-triazol-3-yl]phenyl]azetidine-1-carboxylic acid tert-butyl ester C(C)(C)(C)OC(=O)N1CC(C1)C1=CC=C(C=C1)C1=NN=C(N1)C1(CC1)C(F)(F)F